4-(cyclobutanecarbonyl)-N-((7-(5-(difluoromethyl)-1,3,4-oxadiazol-2-yl)imidazo[1,2-a]pyridine-2-yl)methyl)-N-phenylpiperazine-1-sulfonamide C1(CCC1)C(=O)N1CCN(CC1)S(=O)(=O)N(C1=CC=CC=C1)CC=1N=C2N(C=CC(=C2)C=2OC(=NN2)C(F)F)C1